2,4,6-trimethylbenzoyl-benzoyldiphenyl-phosphine oxide CC1=C(C(=O)C2=C(C=CC=C2)P(C2=CC=CC=C2)(C(C2=CC=CC=C2)=O)=O)C(=CC(=C1)C)C